S(=O)=O Sulphur Dioxid